FC1=C(C=C(C=C1)NC(/C=N/O)=O)OC (E)-N-(4-fluoro-3-methoxyphenyl)-2-(hydroxyimino)acetamide